CN(C)CC1=CC=C(C=C1)S(=O)(=O)N1C=CC=C1 1-((4-((dimethylamino)methyl)phenyl)sulfonyl)-1H-pyrrol